(3-Nitro-1,5,9-trioxaspiro[5.5]undecan-3-yl)methanol tert-butyl-N-[(1R)-4-(6-bromo-7-fluoro-1-oxo-2-isoquinolyl)-1-[2-(difluoromethoxy)ethyl]butyl]carbamate C(C)(C)(C)N(C(=O)OCC1(COC2(OC1)CCOCC2)[N+](=O)[O-])[C@H](CCCN2C(C1=CC(=C(C=C1C=C2)Br)F)=O)CCOC(F)F